BrC1=C(C=CC(=C1)C1=NN(C=N1)C1=CC=C(C=C1)OC(F)(F)F)NC(=O)\N=C\1/SCC(N1C1=C(C=CC(=C1)N(C)C)C(C)C)=O (Z)-1-(2-bromo-4-(1-(4-(trifluoromethoxy)phenyl)-1H-1,2,4-triazol-3-yl)phenyl)-3-(3-(5-(dimethylamino)-2-isopropylphenyl)-4-oxothiazolidin-2-ylidene)urea